3-methyl-1-(4-phenylpiperazine-1-carbonyl)pyrido[3,4-d]pyridazin-4-one CN1N=C(C2=C(C1=O)C=NC=C2)C(=O)N2CCN(CC2)C2=CC=CC=C2